BrC=1C(=C(C(=NC1)N1CCC(CC1)N(C(=O)OC(C)(C)C)CC1=CC=C(C=C1)/C=C/C(=O)OC)C#N)C1=CC(=C(C=C1)C#N)F methyl (E)-3-(4-{[(1-(5-bromo-3-cyano-4-(4-cyano-3-fluorophenyl)pyridin-2-yl)piperidin-4-yl)(tert-butoxycarbonyl)amino] methyl}phenyl)prop-2-enoate